C1N(CC12CC(C2)C(=O)OC(C(=O)OCC)C(=O)C2=CC=C(C=C2)C(=O)OCC)C(=O)OC(C)(C)C 2-(tert-butyl) 6-(1-ethoxy-3-(4-(ethoxycarbonyl) phenyl)-1,3-dioxopropan-2-yl) 2-azaspiro[3.3]heptane-2,6-dicarboxylate